tert-butyl (1-(4,4-difluoropiperidin-1-yl)-2-oxo-1,2-dihydropyridin-3-yl)carbamate FC1(CCN(CC1)N1C(C(=CC=C1)NC(OC(C)(C)C)=O)=O)F